C(C1=CC=CC=C1)OC1=CC(=C2C=CC=NC2=C1)C1(CC1)NC(C1=C(C=CC(=C1)OCC1N(CC1)C)C)=O N-(1-(7-(Benzyloxy)quinolin-5-yl)cyclopropyl)-2-methyl-5-((1-methyl-azetidin-2-yl)methoxy)benzamide